Tert-butyl 4-(4-(hydroxymethyl) phenethyl)piperidine-1-carboxylate OCC1=CC=C(CCC2CCN(CC2)C(=O)OC(C)(C)C)C=C1